BrC1=CC=2N(C=C1)C(=NC2)C2CC2 7-bromo-3-cyclopropylimidazo[1,5-a]pyridine